butenedioic acid methyl-3-amino-5-chloroformyl-2,4,6-triiodobenzoate COC(C1=C(C(=C(C(=C1I)C(=O)Cl)I)N)I)=O.C(C=CC(=O)O)(=O)O